methyl 3-{N-[3-(dimethylamino)propyl]octane-1-sulfonamido}dodecanoate CN(CCCN(S(=O)(=O)CCCCCCCC)C(CC(=O)OC)CCCCCCCCC)C